(±)-2-(4-(4-(((Cyclopentyl(methyl)carbamoyl)oxy)methyl)-3-methylisoxazol-5-yl)phenoxy)bicyclo[3.1.0]hexane-6-carboxylic acid C1(CCCC1)N(C(=O)OCC=1C(=NOC1C1=CC=C(OC2C3C(C3CC2)C(=O)O)C=C1)C)C